8-[5-[5-[(1R)-1-(3,5-dichloro-4-pyridyl)ethoxy]-1H-indazol-3-yl]pyrimidin-2-yl]-2,8-diazaspiro-[4.5]decane-1,3-dione ClC=1C=NC=C(C1[C@@H](C)OC=1C=C2C(=NNC2=CC1)C=1C=NC(=NC1)N1CCC2(CC(NC2=O)=O)CC1)Cl